FC=1C=CC(=NC1C)S(=O)(=O)C1=CC=C(C=C1)CNC(=O)C1=CC=2C(=CN=CC2)S1 N-{[4-(5-fluoro-6-methylpyridine-2-sulfonyl)phenyl]methyl}thieno[2,3-c]pyridine-2-carboxamide